C(=O)(OCC1C2=CC=CC=C2C2=CC=CC=C12)N[C@H](CCSC)C(=O)O N-Fmoc-D-methionine